2-bromo-1-(2-ethoxyethyl)-1H-indole-3-carbaldehyde BrC=1N(C2=CC=CC=C2C1C=O)CCOCC